tert-butyl-(3R)-4-{[3-fluoro-4-(trifluoromethoxy)phenyl]methyl}-3-(hydroxymethyl)piperazine-1-carboxylate C(C)(C)(C)OC(=O)N1C[C@@H](N(CC1)CC1=CC(=C(C=C1)OC(F)(F)F)F)CO